COC1=CC=C(CN(S(=O)(=O)C2=CC=C(C=C2)CC=2C(=NNC2)C2=CC=CC=C2)CC2=CC=C(C=C2)OC)C=C1 N,N-bis(4-methoxybenzyl)-4-((3-phenyl-1H-pyrazol-4-yl)methyl)benzenesulfonamide